C1C(NC=2C=CC3=C(C12)C=CC=C3)=O 1H-benzo[e]indol-2(3H)-one